2-((tert-butoxycarbonyl)amino)pentanoate C(C)(C)(C)OC(=O)NC(C(=O)[O-])CCC